N'-dimethylaminopropyl-hexahydrotriazine Tert-butyl-(15-amino-14-fluoro-13,13-dimethyl-10-oxo-3,6,12-trioxa-9-azapentadecyl)carbamate C(C)(C)(C)N(C(O)=O)CCOCCOCCNC(COC(C(CN)F)(C)C)=O.CN(C)CCCN1NCCCN1